C1(=CC=C(C=C1)\C=N\OCC1=CC=C(C=C1)C=1N=C2N(C=CC(=C2)C2=CC=CC=C2)C1NC1=CC=C(C(=O)O)C=C1)C1=CC=CC=C1 (E)-4-((2-(4-(((([1,1'-Biphenyl]-4-ylmethylene)amino)oxy)methyl)phenyl)-7-phenylimidazo[1,2-a]pyridin-3-yl)amino)benzoic acid